NC1=NC=C(C=C1O)Br 2-Amino-5-bromopyridin-3-ol